NC1(CC1)CNC1=NC(=C2C(=N1)N(N=C2)C)NC21CC(C2)C1 6-N-[(1-aminocyclopropyl)methyl]-4-N-(3-bicyclo[1.1.1]pentanyl)-1-methylpyrazolo[3,4-d]pyrimidine-4,6-diamine